FC=1C(=NC(=NC1)NC1=CC=C(C=C1)N1CCN(CC1)C)NC1=C(C2=C(S1)CCCC2)C(=O)OC methyl 2-((5-fluoro-2-((4-(4-methylpiperazin-1-yl) phenyl) amino) pyrimidin-4-yl) amino)-4,5,6,7-tetrahydrobenzo[b]thiophene-3-carboxylate